4-{[6-(5-chloro-2-fluorophenyl)pyridazin-4-yl]amino}quinolin-7-yl-4-[2-(1-methylpiperidin-4-yl)ethyl]piperazine-1-carboxylate ClC=1C=CC(=C(C1)C1=CC(=CN=N1)NC1=CC=NC2=CC(=CC=C12)OC(=O)N1CCN(CC1)CCC1CCN(CC1)C)F